NN1CCC(C1)OC1CC1 amino-4-cyclopropoxypyrrolidin